3-((2-((2S)-1-(1-ethyl-1H-pyrazole-5-carboxamido)-2-(4-fluorophenyl)butyl)imidazo[1,2-b]pyridazin-6-yl)methyl)-5,5-difluoro-2-oxopiperidine-3-carboxylic acid C(C)N1N=CC=C1C(=O)NC([C@@H](CC)C1=CC=C(C=C1)F)C=1N=C2N(N=C(C=C2)CC2(C(NCC(C2)(F)F)=O)C(=O)O)C1